C(#N)C1=CC(=CC=2N=C(OC21)C=2C(=C(C=CC2)C2=C(C(=CC=C2)NC=2N=CC=C1C=C(C=NC21)CN2CCCCC2)C)C)CNC[C@H](C)O (S)-1-((8-(3'-(7-Cyano-5-((2-hydroxypropylamino)-methyl)benzo[d]oxazol-2-yl)-2,2'-dimethylbiphenyl-3-ylamino)-1,7-naphthyridin-3-yl)methyl)piperidin